(1S,2R)-1-amino-2-butyl-cyclopropylcarboxylic acid methyl ester COC(=O)[C@]1([C@@H](C1)CCCC)N